C(C1=CC=CC=C1)(=O)OC([C@@H]([C@H](C(=O)O)O)O)=O O'-benzoyl-L-tartaric acid